6-chloro-4-methoxy-N-(3-methyloxetan-3-yl)pyridin-3-amine ClC1=CC(=C(C=N1)NC1(COC1)C)OC